1-[4-chloro-6-(trifluoromethyl)-3-pyridyl]-3-[1-[3-(triazol-2-yl)pyrazin-2-yl]ethyl]urea ClC1=C(C=NC(=C1)C(F)(F)F)NC(=O)NC(C)C1=NC=CN=C1N1N=CC=N1